C(C)(=O)O[C@H]1[C@@H](O[C@]([C@H]1OCC1=CC=CC=C1)(C=C1CC1)COCC1=CC=CC=C1)N1C2=NC(=NC(=C2N=C1)N)F (2R,3R,4S,5R)-2-(6-amino-2-fluoro-9H-purin-9-yl)-4-(benzyloxy)-5-((benzyloxy)methyl)-5-(cyclopropylidenemethyl)tetrahydrofuran-3-yl acetate